(R)-N-(5-(difluoromethoxy)-1H-pyrazol-3-yl)-1-(2-fluoro-1-(pyridin-3-yl)ethyl)-1H-pyrazolo[3,4-b]pyrazin-6-amine FC(OC1=CC(=NN1)NC1=CN=C2C(=N1)N(N=C2)[C@@H](CF)C=2C=NC=CC2)F